C(C)(C)NC1=CC=C(C=C1)NC1=CC=CC=C1 N-isopropyl-N'-phenyl-p-phenylendiamine